3-hydroxy-beta-(3-hydroxy-4-methoxyphenyl)ethylbenzene OC=1C=C(C=CC1)CCC1=CC(=C(C=C1)OC)O